S(OC1=CC=C(C=C1)C(=O)C1=CC=C(C=C1)OS(=O)(=O)F)(=O)(=O)F carbonylbis(4,1-phenylene) bis(sulfurofluoridate)